OCC(CC1=CC=C(C=C1)[N+](=O)[O-])NC(OC(C)(C)C)=O tert-butyl (1-hydroxy-3-(4-nitrophenyl)propan-2-yl)carbamate